3-iodobenzylamide IC=1C=C(C[NH-])C=CC1